C(C)OC(=O)C1CCC2=C1SC(=C2C(C2=C(C=CC=C2F)F)=O)NC(CNC(=O)OC(C)(C)C)=O.C(C)(C)(C)C2=C(O)C(=C(C(=C2C(C)(C)C)O)C(C)(C)C)C(C)(C)C 2,3,5,6-tetra-t-butyl-hydroquinone ethyl-2-[[2-(tert-butoxycarbonylamino)acetyl]amino]-3-(2,6-difluorobenzoyl)-5,6-dihydro-4H-cyclopenta[b]thiophene-6-carboxylate